Nitro-dopamine C1=CC(=C(C=C1CCN[N+](=O)[O-])O)O